C12CN(CC(N1)C2)C=2C=C1CN(C(C1=C(C2F)F)=O)C2CNCCC2 3-(5-(3,6-diazabicyclo[3.1.1]heptane-3-yl)-6,7-difluoro-1-oxoisoindoline-2-yl)piperidine